ClC=1C=C(C=CC1O)C=CC(=O)C1=CC=C(C#N)C=C1 4-[3-(3-Chloro-4-hydroxyphenyl)prop-2-enoyl]benzonitrile